tert-butyl peroxy-2-ethylhexanoate CCCCC(CC)C(=O)OOC(C)(C)C